4-Chloro-N-(2,3-dihydro-1H-inden-2-yl)-6-((2-methoxyphenyl)amino)pyrimidine-2-carboxamide ClC1=NC(=NC(=C1)NC1=C(C=CC=C1)OC)C(=O)NC1CC2=CC=CC=C2C1